N-[1-(4-hydroxycyclohexyl)-7-methyl-benzimidazol-2-yl]-5-[methyl-(pyrimidin-2-ylmethyl)amino]-4-nitro-thiophene-2-carboxamide OC1CCC(CC1)N1C(=NC2=C1C(=CC=C2)C)NC(=O)C=2SC(=C(C2)[N+](=O)[O-])N(CC2=NC=CC=N2)C